CN1C(N(C=C1)C)C 1-methyl-2,3-dimethyl-imidazole